OCC(=O)N1CCC(CC1)C1=C(N(C=C1)S(N)(=O)=O)C(=O)O 3-[1-(2-Hydroxyacetyl)-4-piperidyl]-1-sulfamoyl-pyrrole-2-carboxylic acid